tert-butyl 4-(1-((7-(difluoromethyl)-2-methylimidazo[1,2-a]pyridin-6-yl)carbamoyl)-2,3-dihydro-1H-pyrrolo[2,3-b]pyridin-4-yl)-2,2-dimethylpiperazine-1-carboxylate FC(C1=CC=2N(C=C1NC(=O)N1CCC=3C1=NC=CC3N3CC(N(CC3)C(=O)OC(C)(C)C)(C)C)C=C(N2)C)F